PHENYLTETRAZOLE C1(=CC=CC=C1)C1=NN=NN1